N-(4-(4-amino-6-(4-methacrylamido-phenyl)-7-methyl-7H-pyrrolo[2,3-d]pyrimidin-5-yl)phenyl)cyclobutanecarboxamide NC=1C2=C(N=CN1)N(C(=C2C2=CC=C(C=C2)NC(=O)C2CCC2)C2=CC=C(C=C2)NC(C(=C)C)=O)C